6-chloro-5-fluoro-7-(triazol-2-yl)-1H-indole-3-sulfonyl chloride ClC1=C(C=C2C(=CNC2=C1N1N=CC=N1)S(=O)(=O)Cl)F